NC1=NC(=C(C(=N1)Cl)C#N)C=1OC=CC1 2-amino-4-chloro-6-(furan-2-yl)pyrimidine-5-carbonitrile